1,1,1-trifluoro-2-(1H-pyrrol-2-yl)propan-2-ol FC(C(C)(O)C=1NC=CC1)(F)F